3'-(octadecyloxy)-5'-pentadecyl-[1,1'-biphenyl]-4-carbaldehyde C(CCCCCCCCCCCCCCCCC)OC=1C=C(C=C(C1)CCCCCCCCCCCCCCC)C1=CC=C(C=C1)C=O